C1CC(=O)[C@H]([C@H]1CC(=O)[O-])C/C=C\\CCO The molecule is a 5-oxo monocarboxylic acid anion that is the conjugate base of tuberonic acid, obtained by deprotonation of the carboxy group; major species at pH 7.3. It is a conjugate base of a tuberonic acid.